Benzyl (2-iodophenyl)(piperidin-1-yl)carbamate IC1=C(C=CC=C1)N(C(OCC1=CC=CC=C1)=O)N1CCCCC1